(1S,3R)-3-(2-cyanoacetylamino)-N-(4-(7-fluoro-2-methyl-3-(1,1,1-trifluoro-2-hydroxypropan-2-yl)-2H-indazol-5-yl)-5-methylpyridin-2-yl)cyclohexane-1-carboxamide C(#N)CC(=O)N[C@H]1C[C@H](CCC1)C(=O)NC1=NC=C(C(=C1)C1=CC2=C(N(N=C2C(=C1)F)C)C(C(F)(F)F)(C)O)C